Cl.C=C1C[C@H](NC1)C(=O)OC (S)-methyl 4-methylenepyrrolidine-2-carboxylate hydrochloride